[Si](C)(C)(C(C)(C)C)OCCCN1N=C(C(=C1)O)C 1-(3-{[tert-butyl(dimethyl)silyl]oxy}propyl)-3-methyl-1H-pyrazol-4-ol